2-((2-methoxy-4-nitrophenoxy)methyl)benzo[d]thiazole COC1=C(OCC=2SC3=C(N2)C=CC=C3)C=CC(=C1)[N+](=O)[O-]